C(C)(C)(C)OC1C2C3C4C=CC(C3C(C1)C2)C4 8-(tert-butoxy)-tetracyclo[4.4.0.12,5.17,10]-3-dodecene